C(CCC)C1(C=CC=C1)[Hf](N(CC)CC)(N(CC)CC)N(CC)CC (n-butylcyclopentadienyl)tris(diethylamino)hafnium